4-fluorobenzene-1,2-diol FC=1C=C(C(=CC1)O)O